7-{4-[(oxetan-3-yl)amino]-5-[5-(piperazin-1-yl)-1,3,4-thiadiazol-2-yl]pyridin-2-yl}pyrrolo[1,2-b]pyridazine-3-carbonitrile O1CC(C1)NC1=CC(=NC=C1C=1SC(=NN1)N1CCNCC1)C1=CC=C2N1N=CC(=C2)C#N